CC(/C=C/C(C(=O)O)NC(C1=CN=CC(=C1)OC1=CC=CC=C1)=O)(C)C (E)-5,5-dimethyl-2-(5-phenoxynicotinoylamino)-3-hexenoic acid